N1C=C(C=2C1=NC=CC2)\C=C/2\C(N(C(S2)=S)C)=O (Z)-5-((1H-pyrrolo[2,3-b]pyridin-3-yl)methylene)-3-methyl-2-thioxothiazolidin-4-one